N-(1-(5-(4-fluorophenyl)-1,2,4-oxadiazol-3-yl)ethyl)-3-hydroxy-4-methoxypicolinamide FC1=CC=C(C=C1)C1=NC(=NO1)C(C)NC(C1=NC=CC(=C1O)OC)=O